3,3,3-trifluoro-2-iodo-1-propene FC(C(=C)I)(F)F